FC(C(=O)NC1=CC2=C(OC(O2)C2=CC(=CC=C2)C(F)(F)F)C=C1)=C 2-fluoro-N-(2-(3-(trifluoromethyl)phenyl)benzo[d][1,3]dioxol-5-yl)acrylamide